2-(1-isopropyl-3-methyl-1H-indazol-7-yl)-2-(3-((5-(5,6,7,8-tetrahydro-1,8-naphthyridin-2-yl)pentyl)oxy)azetidin-1-yl)acetic acid C(C)(C)N1N=C(C2=CC=CC(=C12)C(C(=O)O)N1CC(C1)OCCCCCC1=NC=2NCCCC2C=C1)C